octyl-dimethyl-4-aminobenzoic acid C(CCCCCCC)C=1C(=C(C(=C(C(=O)O)C1)C)C)N